4-hydroxy-6-(6-morpholino-3-pyridyl)pyrazolo[1,5-a]pyridine-3-carbonitrile OC=1C=2N(C=C(C1)C=1C=NC(=CC1)N1CCOCC1)N=CC2C#N